Octanoic acid, 3-methylbutyl ester C(CCCCCCC)(=O)OCCC(C)C